The molecule is a member of the class of indanes that is 2,5-dimethylindane in which the hydrogen at position 3 has been replaced by one of the primary amino groups of 6-(1-fluoroethyl)-1,3,5-triazine-2,4-diamine. It is a member of indanes, a diamino-1,3,5-triazine, a secondary amino compound and an organofluorine compound. CC1CC2=C(C1NC3=NC(=NC(=N3)N)C(C)F)C=C(C=C2)C